(2H-benzo[b][1,4]oxazin-4(3H)-yl)(6-fluoro-1-(4-(morpholinomethyl)phenyl)-5,5-dioxido-1,4-dihydrothiochromeno[4,3-c]pyrazol-3-yl)methanone p-toluenesulfonate iodonium salt [IH2+].CC1=CC=C(C=C1)S(=O)(=O)[O-].O1C2=C(N(CC1)C(=O)C=1C3=C(N(N1)C1=CC=C(C=C1)CN1CCOCC1)C=1C=CC=C(C1S(C3)(=O)=O)F)C=CC=C2